N[C@@H]1[C@@H](CN(CC1)C1=CC=C(C=N1)C=1C=C(N(C1)S(=O)(=O)C1=CC=C(C)C=C1)C=1C=NN(C1)C)C#N 4-(6-((3R,4S)-4-amino-3-cyanopiperidin-1-yl)pyridin-3-yl)-2-(1-methyl-1H-pyrazol-4-yl)-1-p-toluenesulfonyl-1H-pyrrole